2-[3-(3-phenylmethoxypropyl)-1,2-oxazol-5-yl]acetic acid C1(=CC=CC=C1)COCCCC1=NOC(=C1)CC(=O)O